2-(1-(3-(2-carbamoyl-5-(trifluoromethoxy)benzo[b]thiophen-3-yl)phenyl)cyclopropyl)acetic acid C(N)(=O)C1=C(C2=C(S1)C=CC(=C2)OC(F)(F)F)C=2C=C(C=CC2)C2(CC2)CC(=O)O